2-methyl-N-(5-(thiomorpholinomethyl)thiazol-2-yl)-5-(3-(trifluoromethyl)phenyl)furan-3-carboxamide CC=1OC(=CC1C(=O)NC=1SC(=CN1)CN1CCSCC1)C1=CC(=CC=C1)C(F)(F)F